O1[C@@H](CC1)CN1C(=NC2=C1C=C(C=C2)C(=O)OC(C)(C)C)CN2CCC(CC2)C2=NC(=CC=C2)OCC2=CC=NC1=CC(=CC=C21)C(F)(F)F tert-butyl (S)-1-((oxetan-2-yl) methyl)-2-((4-(6-((7-(trifluoromethyl) quinolin-4-yl) methoxy) pyridin-2-yl) piperidin-1-yl) methyl)-1H-benzo[d]imidazole-6-carboxylate